ClC1=C(C=CC(=C1)C(F)(F)F)NC(CN1C=2N(C(C(=C1CC)N1CCNCC1)=O)N=C(N2)C=2C=C1COCC1=CC2)=O N-(2-chloro-4-(trifluoromethyl)phenyl)-2-(2-(1,3-dihydroisobenzofuran-5-yl)-5-ethyl-7-oxo-6-(piperazin-1-yl)-[1,2,4]triazolo[1,5-a]pyrimidin-4(7H)-yl)acetamide